7-(hydroxymethyl)-4,5-dihydro-1H-benzo[d]Azepine-3(2H)-carboxylic acid tert-butyl ester C(C)(C)(C)OC(=O)N1CCC2=C(CC1)C=C(C=C2)CO